FC=1C(=NC(=NC1)NC1=C(C=C(C(=C1)[N+](=O)[O-])F)OC)NC=1C=C(C=CC1OC)NC(C)=O N-(3-((5-fluoro-2-((4-fluoro-2-methoxy-5-nitrophenyl)amino)pyrimidin-4-yl)amino)-4-methoxyphenyl)acetamide